4-((dipropylamino)(4-(2',3',4',5'-tetrahydro-[1,1'-biphenyl]-4-yl)-1H-benzo[d]imidazol-2-yl)methyl)benzoic acid C(CC)N(CCC)C(C1=CC=C(C(=O)O)C=C1)C1=NC2=C(N1)C=CC=C2C2=CC=C(C=C2)C=2CCCCC2